tert-butyl N-[(3S,4R)-1-(2-methoxyethyl)-4-phenyl-pyrrolidin-3-yl]carbamate COCCN1C[C@H]([C@@H](C1)C1=CC=CC=C1)NC(OC(C)(C)C)=O